N-(5-bromo-2-pyridyl)-2-methyl-propionamide BrC=1C=CC(=NC1)NC(C(C)C)=O